5-((3-fluoro-5-(3-oxo-5-phenyl-6,7-dihydro-3H-pyrrolo[2,1-c][1,2,4]triazol-2(5H)-yl)pyridin-2-yl)oxy)-4-methylthiazole-2-carboxamide FC=1C(=NC=C(C1)N1N=C2N(C1=O)C(CC2)C2=CC=CC=C2)OC2=C(N=C(S2)C(=O)N)C